5-hydroxy-3,4',7-trimethoxyflavone OC1=C2C(C(=C(OC2=CC(=C1)OC)C1=CC=C(C=C1)OC)OC)=O